NC=1C=CC2=C(OC3=C(O2)C=CC=C3)C1 3-aminodibenzo[b,e][1,4]dioxin